2-(4-Methylphenylacetylamino)-N-(4-methylphenyl)-1,3-selenazol-5-carboxamide CC1=CC=C(C=C1)CC(=O)NC=1[Se]C(=CN1)C(=O)NC1=CC=C(C=C1)C